2-((R)-2,6-dioxopiperidin-3-yl)-5-((R)-5-oxa-2-azaspiro[3.4]octan-7-yl)-3,5-dihydro-1H-pyrrolo[3,4-c]pyridine-1,4(2H)-dione O=C1NC(CC[C@H]1N1CC=2C(N(C=CC2C1=O)[C@H]1COC2(CNC2)C1)=O)=O